t-butyl (1S,9S,10S)-4-(1,1-dideuterio-2,2-difluoroethoxy)-17-azatetracyclo-[7.5.3.01,10.02,7]heptadeca-2,4,6-triene-17-carboxylate [2H]C(C(F)F)(OC=1C=C2[C@@]34[C@@H]([C@H](CC2=CC1)N(CC4)C(=O)OC(C)(C)C)CCCC3)[2H]